FC1=C(C=CC=2N(C(N(C21)C)=O)C2CNCCC2)C2CCN(CC2)CC2CCNCC2 3-[4-fluoro-3-methyl-2-oxo-5-[1-(4-piperidylmethyl)-4-piperidyl]benzimidazol-1-yl]piperidine